pyrrolidin-1-yl-(2-((1-(3,4,5-trimethoxyphenyl)-1H-imidazol-4-yl)amino)pyrrolo[2,1-f][1,2,4]triazin-4-yl)methanone N1(CCCC1)C(=O)C1=NC(=NN2C1=CC=C2)NC=2N=CN(C2)C2=CC(=C(C(=C2)OC)OC)OC